C(CCCCCCC\C=C/CCCCCCCC)[N-]CCCCCCCC\C=C/CCCCCCCC dioleyl-amide